N-[3-[2-(difluoromethoxy)-5-[4-[2-(4-methylpiperazin-1-yl)-2-oxo-ethyl]phenoxy]phenyl]-1-methyl-pyrazol-4-yl]pyrazolo[1,5-a]pyrimidine-3-carboxamide FC(OC1=C(C=C(C=C1)OC1=CC=C(C=C1)CC(=O)N1CCN(CC1)C)C1=NN(C=C1NC(=O)C=1C=NN2C1N=CC=C2)C)F